(6-(3-(3-amino-1H-pyrazol-1-yl)azetidin-1-yl)pyridin-3-yl)-6-(2-hydroxy-2-methylpropoxy)pyrazolo[1,5-a]pyridine-3-carbonitrile NC1=NN(C=C1)C1CN(C1)C1=CC=C(C=N1)C1=NN2C(C=CC(=C2)OCC(C)(C)O)=C1C#N